FC(C=1C(=C(C=CC1)[C@@H](C)NC=1C2=C(N=C(N1)C)NC(C(=C2)C(=C)C)=O)F)F |r| (±)-4-((1-(3-(difluoromethyl)-2-fluorophenyl)ethyl)amino)-2-methyl-6-(prop-1-en-2-yl)pyrido[2,3-d]pyrimidin-7(8H)-one